methyl 2-hydroxy-2-(3-(quinolin-3-yl)phenyl)acetate OC(C(=O)OC)C1=CC(=CC=C1)C=1C=NC2=CC=CC=C2C1